NC1=NC(=C(C=C1C=1C=C2CCNC(C2=C(C1)F)=O)C1=CC=C(C=C1)C1CCN(CC1)C(C)C)F 6-(2-amino-6-fluoro-5-(4-(1-isopropylpiperidin-4-yl)phenyl)pyridin-3-yl)-8-fluoro-3,4-dihydroisoquinolin-1(2H)-one